(5R)-2-(1-ethylsulfonylpiperidin-4-yl)-N-[(3S)-9-fluoro-2-oxo-5-phenyl-1,3-dihydro-1,4-benzodiazepine-3-yl]-5-methyl-6,7-dihydro-5H-pyrazolo[5,1-b][1,3]Oxazine-3-carboxamide C(C)S(=O)(=O)N1CCC(CC1)C1=NN2C(O[C@@H](CC2)C)=C1C(=O)N[C@@H]1C(NC2=C(C(=N1)C1=CC=CC=C1)C=CC=C2F)=O